2-propanyl (2E)-4-[(3R,5aR,6S,7R,8aS)-6-({[dimethyl(2-methyl-2-propanyl)silyl]oxy}methyl)-7-(tetrahydro-2H-pyran-2-yloxy)octahydro-2H-cyclopenta[b]oxepin-3-yl]-2-butenoate C[Si](OC[C@H]1[C@@H](C[C@@H]2OC[C@H](CC[C@@H]21)C/C=C/C(=O)OC(C)C)OC2OCCCC2)(C(C)(C)C)C